(rac)-(6-(4-(Difluoromethoxy)-3-methylphenyl)-2-azaspiro[3.4]octan-2-yl)((1s,3s)-3-hydroxy-3-methylcyclobutyl)methanon FC(OC1=C(C=C(C=C1)[C@H]1CC2(CN(C2)C(=O)C2CC(C2)(C)O)CC1)C)F |r|